BrC1=C(C=CC=C1)C(C)NC(CN1C(C2=CC(=CC=C2C1)C1=NC(=NC=C1Cl)NC1CCOCC1)=O)=O N-(1-(2-bromophenyl)ethyl)-2-(6-(5-chloro-2-((oxan-4-yl)amino)pyrimidin-4-yl)-1-oxoisoindolin-2-yl)acetamide